3-((6-(3-methylisoxazol-4-yl)-1-oxoisoquinolin-2(1H)-yl)methyl)-N-(2-(4-methylpiperazin-1-yl)ethyl)benzamide CC1=NOC=C1C=1C=C2C=CN(C(C2=CC1)=O)CC=1C=C(C(=O)NCCN2CCN(CC2)C)C=CC1